1-(tert-butoxycarbonyl)-4-piperidinemethanol C(C)(C)(C)OC(=O)N1CCC(CC1)CO